[Si](C1=CC=CC=C1)(C1=CC=CC=C1)(C(C)(C)C)OCC=1C(=NC(=NC1)C(=O)N)OCC1=CC=C(C=C1)OC 5-(((tert-butyldiphenylsilyl)oxy)methyl)-4-((4-methoxybenzyl)oxy)pyrimidine-2-carboxamide